CC1CC(CC(C1)C)C(NC(=O)C=1C(=NOC1)C)C1=NC2=C(N1)C=CC(=C2F)C2CCOCC2 N-{(3,5-dimethylcyclohexyl)[4-fluoro-5-(tetrahydropyran-4-yl)-1H-benzoimidazol-2-yl]-methyl}-3-methylisoxazole-4-carboxamide